C(C)(C)(C)C1=NC(=CC(=C1)C)C(C)(C)C 2,6-di-t-butyl-4-methylpyridine